NN1C(=NC(=C1C(=O)OCC)C1=CC=C(C=C1)C(NC1=NC=CC(=C1)CC)=O)C1CC2(CN(C2)C(=O)OC(C)(C)C)C1 tert-butyl 6-(1-amino-5-(ethoxycarbonyl)-4-(4-((4-ethylpyridin-2-yl) carbamoyl) phenyl)-1H-imidazol-2-yl)-2-azaspiro[3.3]heptane-2-carboxylate